Tert-butyl 4-[1-(2,6-dioxo-3-piperidyl)-3,6-dimethyl-2-oxo-benzimidazol-4-yl]piperidine-1-carboxylate O=C1NC(CCC1N1C(N(C2=C1C=C(C=C2C2CCN(CC2)C(=O)OC(C)(C)C)C)C)=O)=O